NC1=NC(=NC(=C1NC(=O)C1(CC1)C)N)C1=NN(C2=NN=CC=C21)CC2=C(C=CC=C2F)F N-(4,6-diamino-2-(1-(2,6-difluorobenzyl)-1H-pyrazolo[3,4-c]pyridazin-3-yl)pyrimidin-5-yl)-1-methylcyclopropane-1-carboxamide